2-(morpholin-2-yl)ethan-1-ol N1CC(OCC1)CCO